N1(C=NC=C1)CCCCCNC(=O)C1=NOC(=C1)C=1OC=CC1 N-(5-(1H-imidazol-1-yl)pentyl)-5-(furan-2-yl)isoxazole-3-carboxamide